C(C)(C)(C)OC(=O)N1C=CC=2C1=CN=CC2Br 4-bromo-1H-pyrrolo[2,3-c]Pyridine-1-carboxylic acid tert-butyl ester